3-methyl-1,2-oxazole-5-carbaldehyde CC1=NOC(=C1)C=O